ClC1=NC=2C=CC=C(C2C=C1)S(=O)(=O)NC=1C(=NC(=C(C1)F)OC(F)F)OC 2-chloro-N-[6-(difluoromethoxy)-5-fluoro-2-methoxy-3-pyridinyl]quinoline-5-sulfonamide